C1(CCCCC1)P(C(C)CC(C)P(C1CCCCC1)C1CCCCC1)C1CCCCC1 2,4-bis(dicyclohexylphosphino)pentane